3-Bromo-5-methyl-4-oxo-4,5-dihydrothieno[3,2-c]pyridine-7-carbonitrile BrC1=CSC2=C1C(N(C=C2C#N)C)=O